ClC1=C(C=CC(=C1OC=1C(=C2C(N(C=NC2=CC1)C)=O)Cl)F)NS(=O)(=O)N1C2CC(C1)C2 N-(2-chloro-3-((5-chloro-3-methyl-4-oxo-3,4-dihydroquinazolin-6-yl)oxy)-4-fluorophenyl)-2-azabicyclo[2.1.1]hexane-2-sulfonamide